(4-amino-4-methylpiperidin-1-yl)(5-(2,3-dichlorobenzyl)furan-2-yl)methanone NC1(CCN(CC1)C(=O)C=1OC(=CC1)CC1=C(C(=CC=C1)Cl)Cl)C